methyl 3-(3-chlorophenyl)-1H-indole-6-carboxylate ClC=1C=C(C=CC1)C1=CNC2=CC(=CC=C12)C(=O)OC